tert-Butyl (4-((4,4,5,5-tetramethyl-1,3,2-dioxaborolan-2-yl)methylene)cyclohexyl)carbamate CC1(OB(OC1(C)C)C=C1CCC(CC1)NC(OC(C)(C)C)=O)C